1H-benzo[f]isoindol-3-amine C1N=C(C=2C=C3C(=CC12)C=CC=C3)N